C(C)C=1C(=NC=CC1)OC[C@@H]1N(CCC1)C1=C(C=C2C(C(=CN(C2=C1)C1=CC=CC=C1)C(=O)O)=O)F 7-[(2R)-2-[[(3-ethylpyridin-2-yl)oxy]methyl]pyrrolidin-1-yl]-6-fluoro-4-oxo-1-phenylquinoline-3-carboxylic acid